C1(C=CC(N1CCCCC(=O)O)=O)=O 5-Maleimidopentanoic acid